O.O.O.OC(CC(=O)O)CC(CC)O 3,5-dihydroxyheptanoic acid trihydrate